1,12-dimethoxydodecane COCCCCCCCCCCCCOC